6-chloropyrimidin-2-amine hydrochloride Cl.ClC1=CC=NC(=N1)N